2-(1-(1-acryloylazetidin-3-yl)piperidin-4-yl)-N-(4-(4-morpholino-7H-pyrrolo[2,3-d]pyrimidin-6-yl)phenyl)acetamide C(C=C)(=O)N1CC(C1)N1CCC(CC1)CC(=O)NC1=CC=C(C=C1)C1=CC2=C(N=CN=C2N2CCOCC2)N1